bicyclo[2.2.1]heptane-2,6-dithiol C12C(CC(CC1S)C2)S